N-(2-(4-benzylpiperidin-1-yl)ethyl)-1H-indol-2-sulfonamide C(C1=CC=CC=C1)C1CCN(CC1)CCNS(=O)(=O)C=1NC2=CC=CC=C2C1